CN(C(=O)C=1C=CC(=NC1)C=1C=NC=CC1)C N,N-dimethyl-[2,3'-bipyridine]-5-Formamide